(3R,4R)-4-HYDROXY-N,N-BIS(4-METHOXYBENZYL)-2-METHYLHEPT-6-ENE-3-SULFONAMIDE O[C@@H]([C@@H](C(C)C)S(=O)(=O)N(CC1=CC=C(C=C1)OC)CC1=CC=C(C=C1)OC)CC=C